tert-butyl (R)-3-(pent-4-en-1-yloxy)pyrrolidine-1-carboxylate C(CCC=C)O[C@H]1CN(CC1)C(=O)OC(C)(C)C